(2S,5R)-6-hydroxy-N-((6-methoxypyridin-3-yl)sulfonyl)-7-oxo-1,6-diazabicyclo[3.2.1]octane-2-carboximidamide ON1[C@@H]2CC[C@H](N(C1=O)C2)C(NS(=O)(=O)C=2C=NC(=CC2)OC)=N